C(C=C)(=O)OCCCSC1CC1 3-cyclopropylthiopropyl acrylate